N-(5-(4-amino-7-methyl-5-(4-((4-methylpyrimidin-2-yl)oxy)phenyl)-7H-pyrrolo[2,3-d]pyrimidin-6-yl)-1-methyl-1H-pyrazol-4-yl)methacrylamide NC=1C2=C(N=CN1)N(C(=C2C2=CC=C(C=C2)OC2=NC=CC(=N2)C)C2=C(C=NN2C)NC(C(=C)C)=O)C